C(CCCCC)(=O)OCCC1=C(N=CS1)C 2-(4-Methyl-5-Thiazolyl)Ethyl Hexanoate